4-[2-[2-[2-(2-aminoethoxy)-ethoxy]ethoxy]-ethylamino]-2-(2,6-dioxo-3-piperidyl)-isoindoline-1,3-dione NCCOCCOCCOCCNC1=C2C(N(C(C2=CC=C1)=O)C1C(NC(CC1)=O)=O)=O